C(CCCCCC(=O)OCC(CO)(COC(CCCCCCOC(C(CCCCCC)CCCC)=O)=O)COC(CCCCCCOC(C(CCCCCC)CCCC)=O)=O)(=O)OCC\C=C/CCCCC O7-[2,2-bis[7-(2-butyl octanoyl oxy) heptanoyloxymethyl]-3-hydroxy-propyl] O1-[(Z)-non-3-enyl] heptanedioate